O=C1NC(CCC1NC1=CC=C(C=C1)N1CCC(CC1)CN(C)CC1CCC(CC1)NC(OC(C)(C)C)=O)=O tert-butyl N-[4-[[[1-[4-[(2,6-dioxo-3-piperidyl)amino]phenyl]-4-piperidyl]methyl-methyl-amino]methyl]cyclohexyl]carbamate